6-((4-chloro-2-fluorobenzyl)oxy)-5'-methyl-2'-oxo-[2,4'-bipyridine] ClC1=CC(=C(COC2=CC=CC(=N2)C2=CC(NC=C2C)=O)C=C1)F